6-(hydroxymethyl)-2,2-dimethyl-2H-chromen-5-ol OCC1=C(C=2C=CC(OC2C=C1)(C)C)O